3-(4-methoxyphenyl)-N-(1H-pyrazol-3-yl)-N-(tetrahydrofuran-2-ylmethyl)prop-2-enamide COC1=CC=C(C=C1)C=CC(=O)N(CC1OCCC1)C1=NNC=C1